C(CCCCCCCCC)OS(=O)(=O)C1=C(C=C(C=C1)C)NC(CC12CC3CC(CC(C1)C3)C2)=O 2-(((3R,5R,7R)-adamantan-1-yl)acetylamino)4-methylbenzenesulfonic acid decyl ester